CC1=NC=C2C=C(N(C2=C1)COCC[Si](C)(C)C)C(=O)O 6-methyl-1-{[2-(trimethylsilyl)ethoxy]methyl}-1H-1,5-diazaindene-2-carboxylic acid